C(C)(=O)C1=C(OC2=C(C(=O)O)C=CC(=C2)Br)C=CC(=C1)C 2-(2-Acetyl-4-methylphenoxy)-4-bromobenzoic acid